BrC1=CC=C(C=C1)/N=N/C1=CNC2=CC=CC=C12 (E)-3-((4-bromophenyl)diazenyl)-1H-indole